4-(2-hydroxypyridin-3-yl)-9-methyl-3,4,7,15-tetraazatricyclo[12.3.1.02,6]Octadeca-1(18),2,5,14,16-pentaen-8-one OC1=NC=CC=C1N1N=C2C=3C=CN=C(CCCCC(C(NC2=C1)=O)C)C3